CN1N=CC(=C1)C1=NC=2C(=NC=CC2N2CC3CCC(C2)N3C(=O)OC(C)(C)C)N1 tert-butyl 3-(2-(1-methyl-1H-pyrazol-4-yl)-3H-imidazo[4,5-b]pyridin-7-yl)-3,8-diazabicyclo[3.2.1]octane-8-carboxylate